C(C)N1C(CN(CC2=C1C=CC=C2)C(=O)OC(C)(C)C)=O tert-Butyl 1-ethyl-2-oxo-2,3-dihydro-1H-benzo[e][1,4]diazepine-4(5H)-carboxylate